benzyl (2S)-4-((3,3-difluorocyclobutyl)amino)-2-(4-(methoxycarbonyl)phenyl)piperidine-1-carboxylate FC1(CC(C1)NC1C[C@H](N(CC1)C(=O)OCC1=CC=CC=C1)C1=CC=C(C=C1)C(=O)OC)F